triphenylcarbenium tetrakis(2,4,6-trifluorophenyl)borate FC1=C(C(=CC(=C1)F)F)[B-](C1=C(C=C(C=C1F)F)F)(C1=C(C=C(C=C1F)F)F)C1=C(C=C(C=C1F)F)F.C1(=CC=CC=C1)[C+](C1=CC=CC=C1)C1=CC=CC=C1